C(C1=CC=CC=C1)N1N=CC=2C(=CC(=CC12)C=1C(=NOC1C)C)N 1-benzyl-6-(3,5-dimethylisoxazol-4-yl)-1H-indazol-4-amine